N-[3-(3-amino-2-cyanopyridin-6-yl)cyclohex-3-enyl]benzamide NC=1C(=NC(=CC1)C=1CC(CCC1)NC(C1=CC=CC=C1)=O)C#N